C(OC1=CC=2C(=C(CCC2C=C1)Br)C1=CC=C(C=C1)OC1CN(CC1)CCCF)([O-])=O 7-bromo-8-(4-((1-(3-fluoropropyl) pyrrolidin-3-yl) oxy) phenyl)-5,6-dihydronaphthalen-2-yl carbonate